C(C)(C)(C)N1C=C(C=C1)C(=O)NCC1=NC(=NO1)C=1N(C2=CC=CC(=C2C1)NC1CCC(CC1)F)CC(F)(F)F 1-tert-butyl-N-{[3-(4-{[(1r,4r)-4-fluorocyclohexyl]amino}-1-(2,2,2-trifluoroethyl)-1H-indol-2-yl)-1,2,4-oxadiazol-5-yl]methyl}-1H-pyrrole-3-carboxamide